triflic acid (3-cyano-1,6-dimethyl-2-oxo-1,5-naphthyridin-4-yl) ester C(#N)C=1C(N(C2=CC=C(N=C2C1OS(=O)(=O)C(F)(F)F)C)C)=O